1-(2,4-bis(benzyloxy)-6-hydroxyphenyl)-3-(3,4,5-tris(benzyloxy)-2-fluorophenyl)prop-2-en-1-one C(C1=CC=CC=C1)OC1=C(C(=CC(=C1)OCC1=CC=CC=C1)O)C(C=CC1=C(C(=C(C(=C1)OCC1=CC=CC=C1)OCC1=CC=CC=C1)OCC1=CC=CC=C1)F)=O